1-dimethylaminomethyl-1'-(2-ethoxycarbonylethyl)ferrocene CN(C)C[C-]1C=CC=C1.C(C)OC(=O)CC[C-]1C=CC=C1.[Fe+2]